FC1(CCN(CC1)C1=NC(=CC(=N1)NC(C1=C(C=C(C=C1)NS(=O)(=O)[C@@H](CO)C)N1CC[Si](CC1)(C)C)=O)C)F (R)-N-(2-(4,4-difluoropiperidin-1-yl)-6-methylpyrimidin-4-yl)-2-(4,4-dimethyl-1,4-azasilinan-1-yl)-4-((2-hydroxy-1-methylethyl)sulfonamido)benzamide